BrC1=CC2=C(CNS2(C)=O)C=C1 6-bromo-1-methyl-3H-1,2-benzothiazole 1-oxide